ClC1=C(C(=O)N)C(=CC=C1)Cl 2,6-dichlorobenzamide